(2-(2-methoxy-7-methylquinoxalin-5-yl)-4-methyl-7,8-dihydro-[1,4]dioxino[2',3':3,4]benzo[1,2-d]thiazol-7-yl)methyl (6-phenylpyridin-3-yl)carbamate C1(=CC=CC=C1)C1=CC=C(C=N1)NC(OCC1OC2=C(C3=C(N=C(S3)C3=C4N=CC(=NC4=CC(=C3)C)OC)C(=C2)C)OC1)=O